FC1=C(C=CC(=C1F)OC[C@@H]1OCCC1)NC=1C2=C(N=CN1)C=CC(=N2)N2[C@@H]1CN([C@H](C2)C1)C(=O)OC(C)(C)C tert-butyl (1S,4S)-5-(4-((2,3-difluoro-4-(((R)-tetrahydrofuran-2-yl)methoxy)phenyl)amino)pyrido[3,2-d]pyrimidin-6-yl)-2,5-diazabicyclo[2.2.1]heptane-2-carboxylate